N[C@H](C(=O)O)C(C)C1=CNC2=CC=CC=C12 (2S)-2-amino-3-(1H-indol-3-yl)butyric acid